2-((1r,4r)-4-cyclopropoxycyclohexylamino)-4-(3-methylbicyclo[1.1.1]pentan-1-ylamino)pyrimidine-5-carboxamide C1(CC1)OC1CCC(CC1)NC1=NC=C(C(=N1)NC12CC(C1)(C2)C)C(=O)N